6-chloro-5-bromo-N-(4-(chlorodifluoromethoxy)phenyl)nicotinamide ClC1=NC=C(C(=O)NC2=CC=C(C=C2)OC(F)(F)Cl)C=C1Br